ClC=1C(=C(C=CC1OC[C@@H]1OCCC1)NC=1C2=C(N=CN1)C=CC(=N2)O[C@@H]2CN(CC2)C(=O)OC(C)(C)C)F tert-butyl (S)-3-((4-((3-chloro-2-fluoro-4-(((R)-tetrahydrofuran-2-yl)methoxy)phenyl)amino)pyrido[3,2-d]pyrimidin-6-yl)oxy)pyrrolidine-1-carboxylate